FC=1C(=NC(=NC1)NC1=CC=C(C=C1)S(=O)(=O)N1CCN(CC1)C)C1=CC2=C(OCCN2C(C)C)C(=C1)F 5-fluoro-4-(8-fluoro-4-isopropyl-3,4-dihydro-2H-benzo[b][1,4]oxazin-6-yl)-N-(4-((4-methylpiperazin-1-yl)sulfonyl)phenyl)pyrimidin-2-amine